dicyclohexyl phthalate (dicyclohexyl phthalate) C1(CCCCC1)C=1C(=C(C(C(=O)O)=CC1)C(=O)O)C1CCCCC1.C(C=1C(C(=O)OC2CCCCC2)=CC=CC1)(=O)OC1CCCCC1